FC(C1=NSC(=N1)CC1CC2(CN(C2)C=O)C1)(F)F [6-[[3-(trifluoromethyl)-1,2,4-thiadiazol-5-yl]methyl]-2-azaspiro[3.3]heptan-2-yl]methanone